(5-(4-bromophenyl)-1,3,4-oxadiazol-2-yl)methanol Zinc Diaspartate N[C@@H](CC(=O)[O-])C(=O)[O-].N[C@@H](CC(=O)[O-])C(=O)[O-].[Zn+2].BrC1=CC=C(C=C1)C1=NN=C(O1)CO.[Zn+2]